C(C)OC(CC(=O)N(NCCCCCCl)C1=NC=CC=C1)=O 3-(2-(5-Chloropentyl)-1-(pyridin-2-yl)hydrazino)-3-oxopropanoic acid ethyl ester